C(CCCCC)[Si](OCC)(OCC)OCC.[O] oxygen n-hexyltriethoxysilane